ClC=1C(=C(C=CC1)CNC(CN[C@@H]1C[C@H](C1)OC)=O)F N-(3-chloro-2-fluorophenylmethyl)-2-(((trans)-3-methoxycyclobutyl)amino)acetamide